2-(N,N-di-butylamino)-4,6-dimercapto-triazine C(CCC)N(CCCC)N1NC(=CC(=N1)S)S